NC1CN(CCCC1)C1=NN(C(C2=CC=CC=C12)=O)C1CCC1 4-(3-Aminoazepan-1-yl)-2-cyclobutyl-phthalazin-1(2H)-one